ethyl 8b-hydroxy-6-(4-methoxybenzyl)-4-methyl-3a,5,6,8b-tetrahydro-4H-isoxazolo[5,4-e]indazole-3-carboxylate OC12C=3C=NN(C3CC(C1C(=NO2)C(=O)OCC)C)CC2=CC=C(C=C2)OC